BrC=1C=C(C=2N(C1)C=C(N2)C=O)OC(F)F 6-bromo-8-(difluoromethoxy)imidazo[1,2-a]pyridine-2-carbaldehyde